5-bromo-N4-(2-isopropylsulfonylphenyl)-N2-(1-methylindazol-5-yl)pyrimidine-2,4-diamine BrC=1C(=NC(=NC1)NC=1C=C2C=NN(C2=CC1)C)NC1=C(C=CC=C1)S(=O)(=O)C(C)C